C(C)(=O)NCCC(=O)N[C@@H](CC1=CNC=N1)C(=O)O N-Acetyl-beta-alanyl-L-histidine